(S)-6-(4-(3-aminopiperidin-1-yl)-6-((2-(2-fluoro-6-methoxyphenyl)pyrimidin-4-yl)amino)pyridin-3-yl)-1-methyl-3,4-dihydroquinolin-2(1H)-one hydrochloride Cl.N[C@@H]1CN(CCC1)C1=C(C=NC(=C1)NC1=NC(=NC=C1)C1=C(C=CC=C1OC)F)C=1C=C2CCC(N(C2=CC1)C)=O